BrC=1C=C2C(C(=NC2=CC1)C)(C)C 5-bromo-2,3,3-trimethyl-3H-indole